2-bromo-2,2-difluoro-1-(4-(pyridin-4-yl)phenyl)ethan-1-one BrC(C(=O)C1=CC=C(C=C1)C1=CC=NC=C1)(F)F